3-(3-Bromophenyl)-3,3-difluoro-2,2-dimethylpropanenitrile BrC=1C=C(C=CC1)C(C(C#N)(C)C)(F)F